1-(4-methoxyphenyl)-2,3,5-triphenyl-2,5-dihydro-1H-pyrrole-2-carboxylic acid methyl ester COC(=O)C1(N(C(C=C1C1=CC=CC=C1)C1=CC=CC=C1)C1=CC=C(C=C1)OC)C1=CC=CC=C1